Benzo[de]chromen O1C=CC2=C3C(C=CC=C13)=CC=C2